CC1(C(C(=CC2(CCN(C2)C(=O)C=2N=NC=C(C2)C)C1)C#N)=O)C 9,9-dimethyl-2-(5-methylpyridazine-3-carbonyl)-8-oxo-2-azaspiro[4.5]dec-6-ene-7-carbonitrile